3H-1,4-Benzodiazepin-2-amine N1=C(CN=CC2=C1C=CC=C2)N